C(C)OC(=O)C12CN(CC2(C1)C(F)(F)F)CC1=CC=CC=C1 3-benzyl-5-(trifluoromethyl)-3-azabicyclo[3.1.0]Hexane-1-carboxylic acid ethyl ester